(4-aminohydroxyiminophenyl)ethylene NC1=CC(C(C=C1)C=C)=NO